1-methyl-7-methoxy-9H-β-carboline CC1=NC=CC=2C3=CC=C(C=C3NC12)OC